methyl ((S)-1-((1S,2S,5R)-2-(((S)-6,6-difluoro-1-(methylamino)-1,2-dioxoheptan-3-yl)carbamoyl)-7,7-difluoro-3-azabicyclo[3.2.0]heptan-3-yl)-3,3-dimethyl-1-oxobutan-2-yl)carbamate FC(CC[C@@H](C(C(=O)NC)=O)NC(=O)[C@@H]1[C@H]2C(C[C@H]2CN1C([C@H](C(C)(C)C)NC(OC)=O)=O)(F)F)(C)F